4-Azaspiro[2.4]heptane hydrochloride Cl.C1CC12NCCC2